(4S,5S)-1-({6-[2-fluoro-4-(trifluoromethyl)phenoxy]pyridin-3-yl}ethyl)-4-hydroxy-5-methylpyrrolidin-2-one FC1=C(OC2=CC=C(C=N2)CCN2C(C[C@@H]([C@@H]2C)O)=O)C=CC(=C1)C(F)(F)F